6-chloro-5-[4-[(5-fluoro-3-oxo-2-(trifluoromethyl)-4H-quinoxalin-6-yl)methyl]piperazin-1-yl]-N-methyl-pyridine-2-carboxamide ClC1=C(C=CC(=N1)C(=O)NC)N1CCN(CC1)CC=1C(=C2NC(C(=NC2=CC1)C(F)(F)F)=O)F